NC1=CN=CC(=N1)C=1N=C(C=2N(C1)C=CN2)NC=2C=CC(=C(OCCO)C2)N2CCN(CC2)C2COC2 2-(5-((6-(6-aminopyrazin-2-yl)imidazo[1,2-a]pyrazin-8-yl)amino)-2-(4-(oxetan-3-yl)piperazin-1-yl)phenoxy)ethan-1-ol